2-(1H-imidazol-2-yl)propane-2-ol N1C(=NC=C1)C(C)(C)O